(1R,2S)-1-amino-2-vinyl-cyclopropanecarboxylic acid methyl ester p-toluenesulfonate CC1=CC=C(C=C1)S(=O)(=O)O.COC(=O)[C@@]1([C@@H](C1)C=C)N